N-(4-(2,4-dioxo-1,3,8-triazaspiro[4.5]decane-8-carbonyl)phenyl)acetamide O=C1NC2(C(N1)=O)CCN(CC2)C(=O)C2=CC=C(C=C2)NC(C)=O